C(C)(C)(C)OC(=O)N1[C@@H](C[C@H](C1)F)C(=O)O (2S,4R)-1-(tert-butoxycarbonyl)-4-fluoro-2-pyrrolidinecarboxylic acid